7-(3,3-dimethylindolin-1-yl)-N-(4-piperidylmethyl)thiazolo[5,4-d]pyrimidine-2-carboxamide CC1(CN(C2=CC=CC=C12)C=1C2=C(N=CN1)SC(=N2)C(=O)NCC2CCNCC2)C